6-hydroxy-1-[(cis)-3-hydroxy-3-methylcyclobutyl]-1,2,3,4-tetrahydro-1,8-naphthyridin-2-one OC=1C=C2CCC(N(C2=NC1)C1CC(C1)(C)O)=O